N-(3-methylphenyl)pivalamide CC=1C=C(C=CC1)NC(C(C)(C)C)=O